N-[(2-methyl-pyridin-3-yl)-methyl]-acetamide CC1=NC=CC=C1CNC(C)=O